ethyl (2R,3S)-3-benzylpyrrolidine-2-carboxylate C(C1=CC=CC=C1)[C@@H]1[C@@H](NCC1)C(=O)OCC